2,3-DIHYDRO-5-FURYLBORONIC ACID O1CCC=C1B(O)O